C(#N)COC1=CC=C(C=C1)C1=CC(=CC=C1)S(=O)(=O)N1CCC2(CC(CO2)NC[C@@H](COC=2C=C(C=CC2)S(=O)(=O)NCC)O)CC1 3-((2S)-3-(8-(4'-(cyanomethoxy)biphenyl-3-ylsulfonyl)-1-oxa-8-azaspiro[4.5]decan-3-ylamino)-2-hydroxypropoxy)-N-ethylbenzenesulfonamide